2,2-Bis-(5-tert-butyl-4-hydroxy-2-methylphenyl)-4-n-dodecylmercaptobutan C(C)(C)(C)C=1C(=CC(=C(C1)C(C)(CCSCCCCCCCCCCCC)C1=C(C=C(C(=C1)C(C)(C)C)O)C)C)O